C1(=CC=CC=C1)S(=O)(=O)O.[B] boron benzenesulfonic acid